FC1=C(C=CC(=C1)C(F)(F)F)C1=NN(C=2C1=NC=CC2)C2CN(C2)C(C=C)=O 1-(3-(3-(2-fluoro-4-(trifluoromethyl)phenyl)-1H-pyrazolo[4,3-b]pyridin-1-yl)azetidin-1-yl)prop-2-en-1-one